C(=O)(OC(C)(C)C)N1C[C@@H](NCC1)C(=O)OC methyl (R)-1-N-BOC-3-piperazinecarboxylate